F[P-](F)(F)(F)(F)F.CN(C)C(=[N+]1N=[N+](C2=C1C=CC=C2)[O-])N(C)C 1-[bis(dimethylamino)methylene]-1H-benzotriazolium-3-oxide Hexafluorophosphate